2,2-dimethyl-5-oxopentanal CC(C=O)(CCC=O)C